C(#N)C=1C=C(C=CC1)C=1C(=NN(C1)C1=C2C(=NC=C1)NC=C2)C#N 4-(3-Cyano-phenyl)-1-(1H-pyrrolo[2,3-b]pyridin-4-yl)-1H-pyrazole-3-carbonitrile